FC=1C(=CC=C2C(=NC(=NC12)OCC12CCCN2CCC1)N1C[C@H]2CC[C@@H](C1)N2C(CS(=O)(=O)N)=O)C2=CC(=CC1=CC=CC=C21)O 2-((1R,5S)-3-(8-fluoro-7-(3-hydroxynaphthalen-1-yl)-2-((tetrahydro-1H-pyrrolizin-7a(5H)-yl)methoxy)quinazolin-4-yl)-3,8-diazabicyclo[3.2.1]octan-8-yl)-2-oxoethane-1-sulfonamide